5-fluoro-N6-[[4-(methylsulfonylmethyl)tetrahydropyran-4-yl]methyl]-N4-(oxetan-3-yl)-N4-[[4-(trifluoromethyl)phenyl]methyl]pyrimidine-4,6-diamine FC=1C(=NC=NC1NCC1(CCOCC1)CS(=O)(=O)C)N(CC1=CC=C(C=C1)C(F)(F)F)C1COC1